[N+](=O)([O-])C=CC=1C=NNC1 4-(2-nitrovinyl)-1H-pyrazole